ClC1=C(C=C(CC(C(=O)N)(C)C)C=C1)C=1NC(C=C(N1)C=1C=NC(=CC1)OCC1=NC=CC=C1)=O (4-chloro-3-{6-oxo-4-[6-(pyridin-2-ylmethoxy)pyridin-3-yl]-1,6-dihydropyrimidin-2-yl}benzyl)isobutyramide